6-[[3,5-bis(ethoxycarbonyl)pyrazol-1-yl]methyl]-2-(3,4-dichlorophenyl)-1-ethyl-4-oxo-pyridine-3-carboxylic acid C(C)OC(=O)C1=NN(C(=C1)C(=O)OCC)CC1=CC(C(=C(N1CC)C1=CC(=C(C=C1)Cl)Cl)C(=O)O)=O